ClC=1C=CC(=C(C1)N1C(CN(C(C1)=O)C(CC1=CC=CC=C1)C1=NC=2C(=NC(=CC2)C)N1)=O)N1N=NN=C1 1-(5-chloro-2-(1H-tetrazol-1-yl)phenyl)-4-(1-(5-methyl-3H-imidazo[4,5-b]pyridin-2-yl)-2-phenylethyl)piperazine-2,5-dione